NC=1N=NC(=CC1N1CC2CCC(C1)N2C2=CC(=NC=C2)C#CCN2C=CC(=CC(=C2)C)O)C2=C(C=CC=C2)O 1-[3-[4-[3-[3-amino-6-(2-hydroxyphenyl)pyridazin-4-yl]-3,8-diazabicyclo[3.2.1]oct-8-yl]-2-pyridinyl]prop-2-ynyl]-6-methylazepin-4-ol